CC1=C(OC=2CCC3=CN(N=C3C21)CC2=CC=NC=C2)C(=O)NC[C@H]2OCCC2 8-Methyl-2-(pyridin-4-ylmethyl)-N-[(2S)-tetrahydrofuran-2-ylmethyl]-4,5-dihydro-2H-furo[2,3-g]indazol-7-carboxamid